tert-butyl 4-(3-(4-(trifluoromethyl)phenyl)pyrazin-2-yl)piperazine-1-carboxylate FC(C1=CC=C(C=C1)C=1C(=NC=CN1)N1CCN(CC1)C(=O)OC(C)(C)C)(F)F